CN1C(=NC(=C1)C(F)(F)F)C=1C=NC(=NC1)CO 1-(5-(1-methyl-4-(trifluoromethyl)-1H-imidazol-2-yl)pyrimidin-2-yl)methanol